(1R,3S)-3-[5-({[4-(methoxymethyl)-2-(methylsulfonyl)phenyl]acetyl} amino)-1H-pyrazol-3-yl]cyclopentyl (2S)-butan-2-ylcarbamate C[C@@H](CC)NC(O[C@H]1C[C@H](CC1)C1=NNC(=C1)NC(CC1=C(C=C(C=C1)COC)S(=O)(=O)C)=O)=O